BrC=1C2=C(C3=C(N=C(N=C3C1F)N1CC(C1)N(C)C)NCC1=NOC(=N1)C)COC2 6-Bromo-3-(3-(dimeth-ylamino)azetidin-1-yl)-5-fluoro-N-((5-methyl-1,2,4-oxadiazol-3-yl)-methyl)-7,9-dihydro-furo[3,4-f]quinazolin-1-amine